C(C)(C)(C)OC(N(CCNC1=NC(=NC(=C1)C)NC(=O)NC1=CC2=CC=CC=C2C=C1)C)=O.BrC(CC1=C(C=CC=C1)C(F)(F)F)C 2-bromo-1-[2-(trifluoromethyl)phenyl]propane tert-Butyl-methyl(2-((6-methyl-2-(3-(naphthalen-2-yl)ureido)pyrimidin-4-yl)amino)ethyl)carbamate